FC1=C(C=CC=C1C=1N=C(SC1C1=NC(=NC=C1)NC1CCC(CC1)S(=O)(=O)C)C12CC(C1)(C2)C(F)(F)F)NC(C)=O N-(2-fluoro-3-(5-(2-(((1r,4r)-4-(methylsulfonyl)cyclohexyl)amino)pyrimidin-4-yl)-2-(3-(trifluoromethyl)bicyclo-[1.1.1]pentan-1-yl)thiazol-4-yl)phenyl)acetamide